C(C)(=O)N1CCC(CC1)C1=CC2=C(N=CN=C2N[C@H](C)C2=C(C(=CC=C2)C(F)(F)C2CN(CCO2)C2CC2)F)N(C1=O)C 6-(1-acetyl-4-piperidyl)-4-[[(1R)-1-[3-[(4-cyclopropylmorpholin-2-yl)-difluoro-methyl]-2-fLuoro-phenyl]ethyl]amino]-8-methyl-pyrido[2,3-d]pyrimidin-7-one